C1(CCC1)C1=NC(=NO1)N[C@@H]1C[C@H](CC1)NC1=CC=C(C=N1)N1C(N(CC1=O)C)=O 3-(6-(((1S,3S)-3-((5-cyclobutyl-1,2,4-oxadiazol-3-yl)amino)cyclopentyl)amino)pyridin-3-yl)-1-methylimidazolidine-2,4-dione